C(C)(C)(C)OC(=O)N1C(=C(C2=NC=3CN(CCC3C=C21)C(=O)OC(C)(C)C)Br)C2=CC(=NC(=C2)C)C 3-bromo-2-(2,6-dimethylpyridin-4-yl)-7,8-dihydro-1H-pyrrolo[3,2-b][1,7]naphthyridine-1,6(5H)-dicarboxylic acid di-tert-butyl ester